C(C)(C)C1=C(NC2=CC=C(C=C12)C1CCN(CC1)C(CN1CCOCC1)=O)C=1C=C(C=2N(C1)N=NN2)C 1-(4-(3-isopropyl-2-(8-methyltetrazolo[1,5-a]pyridin-6-yl)-1H-indol-5-yl)piperidin-1-yl)-2-morpholinoethan-1-one